C12(CC(C1)C2)C(=O)N2[C@H]([C@H](C(C2)(F)F)NS(=O)(=O)C)CC=2C(=C(C=CC2)C2=C(C(=CC=C2)F)F)F N-{(2S,3R)-1-(bicyclo[1.1.1]pentane-1-carbonyl)-4,4-difluoro-2-[(2,2',3'-trifluoro-[1,1'-biphenyl]-3-yl)methyl]pyrrolidin-3-yl}methanesulfonamide